C(C1CO1)C1(C(C(CCC1)(CN)CN)(CC1CO1)CC1CO1)CC1CO1 tetraglycidylbisaminomethylcyclohexane